[phenyl(benzoxy-L-Alaninyl)] phosphate P(=O)(OC([C@@H](N(OCC1=CC=CC=C1)C1=CC=CC=C1)C)=O)([O-])[O-]